CCCCCCCCCCCCOCC(CO)O The molecule is an alkylglycerol that is glycerol in which the hydrogen of one of the primary hydroxy groups has been replaced by a dodecyl group. It is an alkylglycerol and a glycol. It derives from a dodecan-1-ol.